N-(4-bromophenyl-methyl)-N-toluenesulfonylglycine BrC1=CC=C(C=C1)CN(CC(=O)O)S(=O)(=O)CC1=CC=CC=C1